BrCC=1C=NC(=NC1)C1CC1 5-(Bromomethyl)-2-cyclopropyl-pyrimidine